NC1(CCN(CC1)C=1N=C(C(=C(C(=O)O)C1)C1=C(C(=CC=C1)Cl)Cl)C)C 6-(4-amino-4-methylpiperidin-1-yl)-3-(2,3-dichlorophenyl)-2-methylisonicotinic acid